ClC=1C=C(C=CC1OC(C)C)C1=NC(=NO1)N1C=C(C2=CC(=CC=C12)CNCCC(=O)O)F 3-(((1-(5-(3-chloro-4-isopropoxyphenyl)-1,2,4-oxadiazol-3-yl)-3-fluoro-1H-indol-5-yl)methyl)amino)propionic acid